2-((5-Methoxybenzofuran-2-yl)oxy)-N-(1H-pyrazol-3-yl)-N-(thiophen-2-ylmethyl)acetamid COC=1C=CC2=C(C=C(O2)OCC(=O)N(CC=2SC=CC2)C2=NNC=C2)C1